ClCC1=NC(=NO1)C1C2CN(CC12)C1=CC=C(C=C1)Cl 5-(chloromethyl)-3-(3-(4-chlorophenyl)-3-azabicyclo[3.1.0]hex-6-yl)-1,2,4-oxadiazole